3-amino-1-(4-cyclopropyl-2,6-dimethylphenyl)-1H-pyrazole-4-carbonitrile NC1=NN(C=C1C#N)C1=C(C=C(C=C1C)C1CC1)C